COC(=O)C=1C=CC2=C(N(C(=N2)CCl)C[C@@H]2OC2)C1 (S)-2-(chloromethyl)-1-(oxiran-2-ylmethyl)-1H-benzo[d]imidazole-6-carboxylic acid methyl ester